ClC=1C=C2CC[C@@H]([C@@H](C2=CC1)O)NC([O-])=O (1R,2S)-6-Chloro-1-hydroxy-1,2,3,4-tetrahydronaphthalin-2-yl-carbamat